N-undecanol CCCCCCCCCCCO